(1-[[2-(difluoromethyl)phenyl]methyl]-1H,4H,5H,6H,7H-pyrazolo[4,3-c]pyridin-3-yl)methanol FC(C1=C(C=CC=C1)CN1N=C(C=2CNCCC21)CO)F